ClC1=CC(=CC=2C(=NS(=NC12)(=O)C)N[C@@H](C)C1=NC=CN=C1C1=NC=CN=C1)C(F)(F)F 10-chloro-3-methyl-3-oxo-N-[(1S)-1-(3-pyrazin-2-ylpyrazin-2-yl)ethyl]-8-(trifluoromethyl)-3λ6-thia-2,4-diazabicyclo[4.4.0]deca-1(6),2,4,7,9-pentaen-5-amine